FC1(CC(C1)(C)CN1N=C(C(=C1C(=O)OC)C(F)F)C12CC(C1)(C2)F)F Methyl 1-((3,3-difluoro-1-methylcyclobutyl)methyl)-4-(difluoromethyl)-3-(3-fluorobicyclo[1.1.1]pentan-1-yl)-1H-pyrazole-5-carboxylate